ClC=1C(=CC2=C(OC(C(N2CC#C)=O)(F)F)C1)C1=C(C(=C(C(=C1F)F)F)F)F 7-chloro-2,2-difluoro-6-(perfluorophenyl)-4-(prop-2-yn-1-yl)-2H-benzo[b][1,4]oxazin-3(4H)-one